C(CN1CCC(CC1)C(=O)OCC)N1CCC(CC1)C(=O)OCC diethyl 1,1'-(Ethane-1,2-diyl)Bis(Piperidine-4-Carboxylate)